C(C)N1C2=NC(=NC(=C2N=C1C(=O)OC)N1CCOCC1)C1=CC(=CC=C1)C1=NN(C=C1)C methyl 9-ethyl-2-(3-(1-methyl-1H-pyrazol-3-yl)phenyl)-6-morpholino-9H-purine-8-carboxylate